10-[(2S)-2-[(tert-butoxycarbonyl)amino]-4-carbamoylbutoxy]decanoic acid C(C)(C)(C)OC(=O)N[C@H](COCCCCCCCCCC(=O)O)CCC(N)=O